6-hexadecadienyl iodide C=CC=CCC(CCCCCCCCCC)I